ethyl (S)-6-((4-((2-(4-chloro-2-fluorobenzyl)-5-fluoropyrimidin-4-yl)oxy)piperidin-1-yl)methyl)-7-(oxetan-2-ylmethyl)-7H-imidazo[4,5-c]pyridazine-3-carboxylate ClC1=CC(=C(CC2=NC=C(C(=N2)OC2CCN(CC2)CC2=NC3=C(N=NC(=C3)C(=O)OCC)N2C[C@H]2OCC2)F)C=C1)F